COC(=O)C=1N=C(OC1C1=CNC2=CC=CC=C12)C1=CC(=CC=C1)F 2-(3-fluorophenyl)-5-(1H-indol-3-yl)oxazole-4-carboxylic acid methyl ester